calcium γ-aminobutyric acid NCCCC(=O)O.[Ca]